(±)-1-(3,4-Dichlorobenzyl)-8-((trans)-3-hydroxycyclohexylamino)-3,7-dimethyl-1H-purine-2,6(3H,7H)-dione ClC=1C=C(CN2C(N(C=3N=C(N(C3C2=O)C)N[C@@H]2C[C@H](CCC2)O)C)=O)C=CC1Cl |r|